N1C=NC2=C1CCCC2 4,5,6,7-tetrahydro-1H-benzimidazole